C1(=CC=C(C=C1)C=1C=CC2=C(C1)C=1N=CN=C(C1O2)C2=CC(=CC=C2)N2C1=CC=CC=C1C=1C=CC(=CC21)C=2C=CC=1N(C3=CC=CC=C3C1C2)C2=CC=CC=C2)C2=CC=CC=C2 8-(1,1'-biphenyl-4-yl)-4-{3-[2-(N-phenyl-9H-carbazol-3-yl)-9H-carbazol-9-yl]phenyl}benzofuro[3,2-d]pyrimidine